tert-butyl N-[(6R,12R)-15-(difluoromethyl)-6-hydroxy-12-methyl-6-(trifluoromethyl)-13,19-dioxa-3,4,18-triazatricyclo[12.3.1.12,5]nonadeca-1(18),2,4,14,16-pentaen-17-yl]carbamate FC(C1=C2O[C@@H](CCCCC[C@@](C3=NN=C(C(C(=C1)NC(OC(C)(C)C)=O)=N2)O3)(C(F)(F)F)O)C)F